ClC=1C=C(C(=NC1C)N1CCC(CC1)(F)F)C(=O)OC methyl 5-chloro-2-(4,4-difluoropiperidin-1-yl)-6-methylpyridine-3-carboxylate